[Si](C)(C)(C(C)(C)C)OCC(=O)C1=CC=C(C=C1)F 2-((tert-butyldimethylsilyl)oxy)-1-(4-fluorophenyl)ethan-1-one